C(C)(C)(CC)S(=O)(=O)C(S(=O)(=O)C(C)(C)C)=[N+]=[N-] 1-t-pentylsulfonyl-1-(t-butylsulfonyl)diazomethane